ethyl 5-hydroxy-2-(4-hydroxyphenyl)-4-(piperidin-1-ylmethyl)-1H-indole-3-carboxylate OC=1C(=C2C(=C(NC2=CC1)C1=CC=C(C=C1)O)C(=O)OCC)CN1CCCCC1